(E)-3-(4-((7-hydroxy-3-(4-(trifluoromethyl)benzoyl)quinolin-4-yl)oxy)phenyl)acrylic acid OC1=CC=C2C(=C(C=NC2=C1)C(C1=CC=C(C=C1)C(F)(F)F)=O)OC1=CC=C(C=C1)/C=C/C(=O)O